BrC1=CC=C(C=C1)C=1C(=CC(=CC1C1=CC=CC=C1)C1=CC=CC=C1)C1=CC=CC=C1 4''-bromo-3',5'-diphenyl-1,1':2',1''-terphenyl